5-(((2,2-Difluoroethyl)(methyl)amino)methyl)-N-((1,2,3,5,6,7-hexahydro-s-indacen-4-yl)carbamoyl)-1-isopropyl-1H-pyrazole-3-sulfonamide, sodium salt [Na].FC(CN(C)CC1=CC(=NN1C(C)C)S(=O)(=O)NC(NC1=C2CCCC2=CC=2CCCC12)=O)F